ClC=1C(=CC2=CC(=CC=C2C1)Cl)C(=O)O 3,7-dichloro-2-naphthoic acid